BrCCOCCOCC(F)F 2-[2-(2-bromoethoxy)ethoxy]-1,1-difluoroethane